COC1CCC(CC1)OC 1,4-dimethoxycyclohexane